2-(2'-hydroxy-5'-methyl-phenyl)benzotriazole OC1=C(C=C(C=C1)C)N1N=C2C(=N1)C=CC=C2